2-(3-{3-[(tert-butyldiphenylsilyl)oxy]-2,2-dimethylpropyl}-1-ethyl-2-{2-[(1S)-1-methoxyethyl]pyridin-3-yl}indol-5-yl)cyclopropan-1-ol [Si](C1=CC=CC=C1)(C1=CC=CC=C1)(C(C)(C)C)OCC(CC1=C(N(C2=CC=C(C=C12)C1C(C1)O)CC)C=1C(=NC=CC1)[C@H](C)OC)(C)C